C(C)C1N(CCN(C1)S(=O)(=O)C1=CC=CC=C1)CC1=CC=CC=C1 ethyl-1-benzyl-4-(phenylsulfonyl)piperazine